tert-Butyl [2-([(3-bromo-5,6-dihydro-4H-pyrrolo[1,2-b]pyrazol-2-yl)-methyl][methyl]amino)ethyl][methyl]carbamate BrC1=C2N(N=C1CN(CCN(C(OC(C)(C)C)=O)C)C)CCC2